CNC(=N)C1=NNC=C1 N-methyl-pyrazolecarboxamidine